COC(=O)C1CC(C1)(OC)OC 3,3-Dimethoxycyclobutane-1-carboxylic acid methyl ester